C(C)C1=C(C=CC(=C1)[N+](=O)[O-])P([O-])([O-])=O (ethyl-p-nitrophenyl)-phosphonate